NCC[Si](C)(C)OC 2-Aminoethyl(methoxydimethylsilane)